NC1=NC(=C(C(=N1)O)Br)C1=CC=CC=C1 2-amino-5-bromo-6-phenylpyrimidin-4-ol